FC=1C=C(C=CC1)CNC=O N-[(3-fluorophenyl)methyl]carboxamide